3-fluoro-4-(3-fluoro-2-methyl-7-(2-(1-methyl-1H-pyrazol-4-yl)tetrahydro-2H-pyran-4-yl)-4-oxo-4H-pyrazino[1,2-a]pyrimidin-9-yl)benzonitrile FC=1C=C(C#N)C=CC1C1=NC(=CN2C1=NC(=C(C2=O)F)C)C2CC(OCC2)C=2C=NN(C2)C